N1NCCCC1 2-azapiperidine